5-(3-chloro-4-isopropoxyphenyl)-2,2-dimethyl-2,3-dihydro-1H-inden-1-amine ClC=1C=C(C=CC1OC(C)C)C=1C=C2CC(C(C2=CC1)N)(C)C